C(C)(C)(C)OC(=O)N1CC(CC1)CC#C 3-(prop-2-yn-1-yl)pyrrolidine-1-carboxylic acid tert-butyl ester